CN1CCN(CC1)C1CCOC2=CC=CC=C12 4-(4-methylpiperazin-1-yl)chroman